5-[4'-(α-D-mannopyranosyloxy)-3'-methylphenyl]-3-pyridinecarboxylic acid [C@H]1([C@@H](O)[C@@H](O)[C@H](O)[C@H](O1)CO)OC1=C(C=C(C=C1)C=1C=C(C=NC1)C(=O)O)C